N,N'-Di-benzylethylendiamin C(C1=CC=CC=C1)NCCNCC1=CC=CC=C1